Potassium dimethylolbutanoate C(O)C(C(=O)[O-])(CC)CO.[K+]